3-(9-((4-(aminomethyl)-2-methylphenyl)carbamoyl)-4,5-dihydrobenzo[b]thieno[2,3-d]oxepin-8-yl)-6-((carboxymethyl)carbamoyl)picolinic acid NCC1=CC(=C(C=C1)NC(=O)C1=CC2=C(OCCC3=C2SC=C3)C=C1C=1C(=NC(=CC1)C(NCC(=O)O)=O)C(=O)O)C